(1S,3S,5S)-5-methyl-2-((4-((R)-1-phenylethoxy)benzoyl)glycyl)-2-azabicyclo[3.1.0]hexane-3-carboxylic acid C[C@@]12C[C@H](N([C@H]2C1)C(CNC(C1=CC=C(C=C1)O[C@H](C)C1=CC=CC=C1)=O)=O)C(=O)O